CC(CC1=CC=C(C=C1)C(C(=O)O)C)C 2-[4-(2-methylpropyl)phenyl]propanoic acid